Br.CN(C)C(CCC)Br N,N-dimethylaminobromobutane hydrobromide